(4-([(TERT-BUTOXYCARBONYL)(METHYL)AMINO]METHYL)PHENYL)BORONIC ACID C(C)(C)(C)OC(=O)N(C)CC1=CC=C(C=C1)B(O)O